C[Si](F)(F)C Dimethyl-difluorosilane